NC=1C=2N(C3=CC(=C(C=C3N1)F)C(=O)N(CC1=NC=C(C=C1)C(F)(F)F)C=1C(=NC=CC1)C)C(=NC2)C 4-amino-7-fluoro-1-methyl-N-(2-methylpyridin-3-yl)-N-(5-(trifluoromethyl)pyridin-2-ylmethyl)imidazolo[1,5-a]quinoxalin-8-carboxamide